CNCC1=CN(C(=C1)C1=CSC=C1C)S(=O)(=O)C=1C=NC=CC1 N-methyl-1-[5-(4-methyl-3-thienyl)-1-(pyridin-3-ylsulfonyl)-1H-pyrrol-3-yl]methylamine